FCCCC1=CC=C2CCC(N(C2=C1)CCN1CCOCC1)=O 7-(3-Fluoropropyl)-1-(2-morpholinoethyl)-3,4-dihydroquinolin-2(1H)-one